4-(4-(2-fluoropropan-2-yl)phenyl)-2-(perfluoroethyl)imidazo[1,2-a][1,8]naphthyridine-8-carbohydrazide FC(C)(C)C1=CC=C(C=C1)C=1C=2C=CC=3N(C2N=C(C1)C(C(F)(F)F)(F)F)C=C(N3)C(=O)NN